C1(CC1)S(=O)(=O)NC(=O)C=1C=C2C(=CN(C2=CC1)CC(=O)N1CC=CC[C@H]1C(NC1=NC(=CC=C1)C)=O)C(=O)N (S)-N5-(cyclopropylsulfonyl)-1-(2-(6-((6-methylpyridin-2-yl)carbamoyl)-5,6-dihydropyridin-1(2H)-yl)-2-oxoethyl)-1H-indole-3,5-dicarboxamide